[C@H]12COC[C@@H]2C1NC(C1=NC(=C(C=C1)N1CCN(CC1)CC1=CC=2C3=C(N(C(NC3=C1F)=O)CC)N=CN2)C)=O N-((1R,5S,6r)-3-oxabicyclo[3.1.0]hexan-6-yl)-5-(4-((3-ethyl-9-fluoro-2-oxo-2,3-dihydro-1H-pyrimido[4,5,6-de]quinazolin-8-yl)methyl)piperazin-1-yl)-6-methylpicolinamide